CN1C(CCC2=CC=CC=C12)=O 1-methyl-3,4-dihydro-1H-chinolin-2-on